mono-(2-(acryloyloxy) ethyl) hexahydrophthalate C(C1C(C(=O)[O-])CCCC1)(=O)OCCOC(C=C)=O